C(C)C=1C(NC=2C=C(C=NC2C1)CN1CCN(CC1)C1=C(C(=C(C(=O)NN)C(=C1F)F)F)F)=O 4-(4-((7-ethyl-6-oxo-5,6-dihydro-1,5-naphthyridin-3-yl)methyl)piperazin-1-yl)-2,3,5,6-tetrafluoro-aza-methylbenzamide